1-Methyl-4-(4-methyl-3-pentenyl)-3-cyclohexen-1-carboxaldehyd CC1(CC=C(CC1)CCC=C(C)C)C=O